C(C)[Si](O[SiH2]O[Al](CC)CC)(C)C ethyldimethylsiloxydiethyl-siloxyaluminum